1-(4-(aminomethyl)-1-oxo-1,2-dihydro-phthalazin-6-yl)-N-((5-(2,6-difluorophenyl)pyridin-2-yl)methyl)-N-(6,7-dihydro-5H-cyclopenta[b]pyridin-7-yl)cyclopropane-1-carboxamide NCC1=NNC(C2=CC=C(C=C12)C1(CC1)C(=O)N(C1CCC=2C1=NC=CC2)CC2=NC=C(C=C2)C2=C(C=CC=C2F)F)=O